Tert-butyl {3-[4-(6-fluoro-1,2-benzoisoxazol-3-yl)piperidin-1-yl]propyl}carbamate FC1=CC2=C(C(=NO2)C2CCN(CC2)CCCNC(OC(C)(C)C)=O)C=C1